Diyttrium trioxid [O-2].[O-2].[O-2].[Y+3].[Y+3]